C(C)(=O)C1=CC=C(C=C1)NS(=O)(=O)CCC(=O)O 3-[(4-ACETYLPHENYL)SULFAMOYL]PROPANOIC ACID